ClC1=C(C2=C(C(N3[C@@H](CO2)CN(CC3)C(=O)OC(C)(C)C)=O)C(=N1)N1C(CC(C1)O)(C)C)Cl tert-Butyl (6aR)-3,4-dichloro-1-(4-hydroxy-2,2-dimethylpyrrolidin-1-yl)-12-oxo-6a,7,9,10-tetrahydro-6H-pyrazino[2,1-c]pyrido[3,4-f][1,4]oxazepine-8(12H)-carboxylate